Cl.CN(C(C1=C(C(=CC(=C1)Br)Br)N)=O)C1CCCCC1 N-methyl-N-cyclohexyl-2-amino-3,5-dibromobenzamide hydrochloride